3-[4-[3-(5-cyano-1H-indol-3-yl)propyl]piperazine-1-carbonyl]-4-isopropoxy-N-methylbenzenesulfonamide C(#N)C=1C=C2C(=CNC2=CC1)CCCN1CCN(CC1)C(=O)C=1C=C(C=CC1OC(C)C)S(=O)(=O)NC